5-chloro-2-(2-hydroxyethyl)-7,8-dihydro-6H-spiro[[1,3]oxazolo[5,4-f]quinazoline-9,1'-cyclohexane]-7-one ClC=1C=C2C(=C3C1NC(NC31CCCCC1)=O)OC(=N2)CCO